2,5,14,17-tetraoxa-9,10-ditelluridooctadecane [Te-]C(CCCOCCOC)C(CCCOCCOC)[Te-]